C1(CC1)C(C(C(=O)NC1=NC(=C(C=C1)C=1C(=NNC1CC)C)F)NC(=O)C=1C(=NOC1)C)C1CC1 N-[1-(dicyclopropylmethyl)-2-[[5-(5-ethyl-3-methyl-1H-pyrazol-4-yl)-6-fluoro-2-pyridyl]amino]-2-oxo-ethyl]-3-methyl-isoxazole-4-carboxamide